N[C@H](CN1CCN(CC1)C1=CC2=C(CC(O2)(C)C)C=C1NC(=O)C=1C=NN2C1N=CC=C2)C (S)-N-(6-(4-(2-aminopropyl)piperazin-1-yl)-2,2-dimethyl-2,3-dihydrobenzofuran-5-yl)pyrazolo[1,5-a]pyrimidine-3-carboxamide